C(C1=CC=CC=C1)[C@@H]1N(CCC1)C1=NC(=CC(N1)=O)N1C[C@@H](OCC1)C 2-((R)-2-benzylpyrrolidin-1-yl)-6-((S)-2-methylmorpholino)pyrimidin-4(3H)-one